5-chloro-6-cyanopyridin-3-yl 4,6-di-O-acetyl-3-deoxy-3-[4-(3,4,5-trifluorophenyl)-1H-1,2,3-triazol-1-yl]-2-O-methyl-1-thio-α-D-galactopyranoside C(C)(=O)O[C@@H]1[C@@H]([C@H]([C@@H](SC=2C=NC(=C(C2)Cl)C#N)O[C@@H]1COC(C)=O)OC)N1N=NC(=C1)C1=CC(=C(C(=C1)F)F)F